Cl.N[C@@H](CC1=CC=CC(=N1)C(CO)O)C1=C(C=CC=C1)C1=NOC2=C1C=CC=C2 1-(6-{(S)-2-Amino-2-[2-(benzo[d]isoxazol-3-yl)phenyl]ethyl}pyridine-2-yl)ethan-1,2-diol hydrochloride